C(C)(C)(C)OC(=O)C(CCCCCCCN)N 1-tert-butoxycarbonyl-1,8-diaminooctane